FC1(CN(CC(C1)CO)C(=O)OC(C)(C)C)F tert-butyl 3,3-difluoro-5-(hydroxymethyl)piperidine-1-carboxylate